COC(=O)C=1[C@@H](N=C(N(C1CN1CC2(CC2)C[C@H]1C(NC(C)C)=O)C)C=1SC=C(N1)C)C1=C(C=C(C=C1)F)Cl (R)-methyl-4-(2-chloro-4-fluorophenyl)-6-(((S)-6-(isopropylcarbamoyl)-5-azaspiro[2.4]heptan-5-yl)methyl)-2-(4-methylthiazol-2-yl)-1,4-dihydropyrimidine-5-carboxylic acid methyl ester